di(5-hexenyl)methylamine C(CCCC=C)N(C)CCCCC=C